2-chloro-N-(pentan-3-yl)pyrimidin-4-amine ClC1=NC=CC(=N1)NC(CC)CC